N1=CC=C(C=C1)CN1CSC=C1 N-(pyridin-4-ylmethyl)-1,3-thiazole